ClC1=NC(=CC=C1)C1=NOC(=N1)C 2-chloro-6-(5-methyl-[1,2,4]oxadiazol-3-yl)-pyridine